[C@H]12CN(C[C@H](CC1)N2)C2=NC(=NC1=C(C(=CC=C21)C2=CC(=CC1=CC=CC=C21)O)F)OCC(CO)(CO)C 2-(((4-((1R,5S)-3,8-diazabicyclo[3.2.1]octan-3-yl)-8-fluoro-7-(3-hydroxynaphthalen-1-yl)quinazolin-2-yl)oxy)methyl)-2-methylpropane-1,3-diol